triphenylsulfonium hexafluorophosphate Salt F[P-](F)(F)(F)(F)F.C1(=CC=CC=C1)[S+](C1=CC=CC=C1)C1=CC=CC=C1